tert-butyl ((1S,3S)-3-((4-(3-isopropyl-2-(tetrahydro-2H-pyran-2-yl)-2H-indazol-5-yl)pyrimidin-2-yl)amino)cyclopentyl)carbamate C(C)(C)C=1N(N=C2C=CC(=CC12)C1=NC(=NC=C1)N[C@@H]1C[C@H](CC1)NC(OC(C)(C)C)=O)C1OCCCC1